4-(ethoxycarbonyl)-3-ethyl-2-fluorobenzoic acid C(C)OC(=O)C1=C(C(=C(C(=O)O)C=C1)F)CC